ClC1=CC=C(C=C1)C1=NC(=C2C(=N1)N(N=C2)C2CCN(CC2)C(=O)OCCOC)NC(=O)C=2SC(=CC2)[N+](=O)[O-] 2-methoxyethyl 4-(6-(4-chlorophenyl)-4-(5-nitrothiophene-2-carboxamido)-1H-pyrazolo[3,4-d]pyrimidin-1-yl)piperidine-1-carboxylate